S-(4-(3-((3-aminopropyl) amino)-3-oxopropyl) benzyl) thioacetate C(C)(=O)SCC1=CC=C(C=C1)CCC(=O)NCCCN